Cl.FC1=CC(=C(C=N1)CN1N=CC(=C1)CN)C (1-((6-fluoro-4-methylpyridin-3-yl)methyl)-1H-pyrazol-4-yl)methylamine hydrochloride